N(=[N+]=[N-])CCCN(C=1C=C(C=CC1)O)C 3-((3-azidopropyl)(methyl)amino)phenol